{3-[(di-tert-butoxyphosphoryl)oxy]phenyl}acetic acid C(C)(C)(C)OP(=O)(OC(C)(C)C)OC=1C=C(C=CC1)CC(=O)O